9,9'-(5,6-bis(4-(9H-carbazol-9-yl)phenyl)-4-(2-(6-methylpyridin-2-yl)phenyl)pyridine-2,3-diyl)bis(9H-carbazole-3,6-dicarbonitrile) C1=CC=CC=2C3=CC=CC=C3N(C12)C1=CC=C(C=C1)C=1C(=C(C(=NC1C1=CC=C(C=C1)N1C2=CC=CC=C2C=2C=CC=CC12)N1C2=CC=C(C=C2C=2C=C(C=CC12)C#N)C#N)N1C2=CC=C(C=C2C=2C=C(C=CC12)C#N)C#N)C1=C(C=CC=C1)C1=NC(=CC=C1)C